3,3-difluoro-1-(6-(tributylstannyl)thieno[2,3-b]pyridin-2-yl)cyclobutyl acetate C(C)(=O)OC1(CC(C1)(F)F)C1=CC=2C(=NC(=CC2)[Sn](CCCC)(CCCC)CCCC)S1